2-(3-phenyl-4-((4-sulfamoylphenyl)amino)-1H-pyrazol-1-yl)thiazole-4-carboxylic acid C1(=CC=CC=C1)C1=NN(C=C1NC1=CC=C(C=C1)S(N)(=O)=O)C=1SC=C(N1)C(=O)O